2-((5-fluoro-6-(trifluoromethyl)benzo[d]oxazol-2-yl)amino)-1-methyl-1H-benzo[d]imidazole-5-carboxylic acid ethyl ester C(C)OC(=O)C1=CC2=C(N(C(=N2)NC=2OC3=C(N2)C=C(C(=C3)C(F)(F)F)F)C)C=C1